[Pd](Cl)Cl.C1(=CC=CC=C1)P(C1=CC=CC=C1)C1=CC=CC=C1.C1(=CC=CC=C1)P(C1=CC=CC=C1)C1=CC=CC=C1.C1(=CC=CC=C1)P(C1=CC=CC=C1)C1=CC=CC=C1 tri(triphenylphosphine) palladium chloride